F[P-](F)(F)(F)(F)F.C(C)OC(=O)CN1C=[N+](C=C1)C 1-((ethoxycarbonyl)methyl)-3-methylimidazolium hexafluorophosphate